(S)-1-(1-acryloylpyrrolidin-3-yl)-3-(3,5-dimethoxyphenylethynyl)-4-amino-7-hydroxy-1H-pyrrolo[2,3-d]pyridazine C(C=C)(=O)N1C[C@H](CC1)N1C=C(C=2C1=C(N=NC2N)O)C#CC2=CC(=CC(=C2)OC)OC